3-vinylbenzene-1,2-diol C(=C)C1=C(C(=CC=C1)O)O